cis-N-methyl-4-{4-[3-(4-trifluoromethoxy-phenyl)-ureido]-cyclohexyloxyl}-benzamide CNC(C1=CC=C(C=C1)O[C@@H]1CC[C@@H](CC1)NC(=O)NC1=CC=C(C=C1)OC(F)(F)F)=O